C(CCC)OC(C(C)OC(CCC)=O)=O 2-(butyryloxy)propionic acid butyl ester